3,3-dimethylpentanoate CC(CC(=O)[O-])(CC)C